FC1=C(C=C2CC([C@H](C2=C1)NC(O[C@@H]1CN2CCC1CC2)=O)(C)C)C2=CC=C(C=C2)C(C)C (S)-quinuclidin-3-yl ((R)-6-fluoro-5-(4-isopropylphenyl)-2,2-dimethyl-2,3-dihydro-1H-inden-1-yl)carbamate